ClC1=C(C=CC(=C1)P(=O)(C)C)[C@@H](CC(=O)N[C@H](C(=O)NC(C[C@H]1C(NCC1)=O)C(C(=O)NC1CC1)=O)CC(C)(C)C)CC (2S)-2-((R)-3-(2-Chloro-4-(dimethylphosphoryl)phenyl)pentanamido)-N-(4-(cyclopropylamino)-3,4-dioxo-1-((S)-2-oxopyrrolidin-3-yl)butan-2-yl)-4,4-dimethylpentanamid